(3R,4S*)-3-ethynyl-3-hydroxy-1,4-dimethylpyrrolidin-2-one C(#C)[C@]1(C(N(C[C@@H]1C)C)=O)O |o1:6|